C(/C(=C/[P+](=O)[O-])/C(=O)[O-])C(=O)[O-] The molecule is a dicarboxylic acid anion obtained by deprotonation of the carboxy and phosphino groups of 2-(phosphinomethylidene)butanedioic acid; major species at pH 7.3. It is a conjugate base of a 2-(phosphinomethylidene)succinic acid.